CC(C(=O)O[C@H]1[C@@H](O[C@@H]([C@H]1OC(C(C)C)=O)CO)N1C=2N=C(NC(C2N=C1)=O)NC(C1=CC=CC=C1)=O)C (2R,3R,4R,5R)-2-(2-benzamido-6-oxo-1,6-dihydro-9H-purin-9-yl)-5-(hydroxymethyl)tetrahydrofuran-3,4-diyl bis(2-methylpropanoate)